4-(4-benzhydrylpiperazin-1-yl)-3-nitro-1-(prop-2-yn-1-yl)-1,5-naphthyridin-2(1H)-one C(C1=CC=CC=C1)(C1=CC=CC=C1)N1CCN(CC1)C1=C(C(N(C2=CC=CN=C12)CC#C)=O)[N+](=O)[O-]